6-(3-(trifluoromethyl)azetidine-1-carbonyl)nicotinonitrile FC(C1CN(C1)C(=O)C1=NC=C(C#N)C=C1)(F)F